2,4-dimethyl-4,6,7,8-tetrahydro-5H-chromen-5-one CC=1OC=2CCCC(C2C(C1)C)=O